N1N=C(C=C1)C1CCN(CC1)C=1C(=NC2=CC(=CC(=C2N1)[C@@H](C)NC1=C(C(=O)O)C=CC=C1)C)C#N (R)-2-((1-(3-(4-(1H-pyrazol-3-yl)piperidin-1-yl)-2-cyano-7-methylquinoxalin-5-yl)ethyl)amino)benzoic acid